1-isopropyl-5-(4-oxo-4,5,6,7-tetrahydropyrazolo[1,5-a]pyridin-2-yl)-1H-pyrazole-4-carbonitrile C(C)(C)N1N=CC(=C1C1=NN2C(C(CCC2)=O)=C1)C#N